C1(CCC1)C(=O)OC Methyl cyclobutane-1-carboxylate